methyl 2-[(6-cyano-3-pyridyl)methylamino]acetate C(#N)C1=CC=C(C=N1)CNCC(=O)OC